C1(CC1)NCCCOCCCC1=CC=CC=2N(C(N(C21)C)=O)C2C(NC(CC2)=O)=O 3-[4-[3-[3-(Cyclopropylamino)propoxy]propyl]-3-methyl-2-oxo-benzimidazol-1-yl]piperidine-2,6-dione